C1(C=CC(C=C1)=N)=N cyclohexane-2,5-diene-1,4-diimine